2-((5-((4-ethylpiperazin-1-yl)methyl)pyridin-2-yl)amino)-5-fluoropyrimidin C(C)N1CCN(CC1)CC=1C=CC(=NC1)NC1=NC=C(C=N1)F